N1(CCCCCC1)C=1C=C(N)C=CC1C1=NN=C(N1C)SC1=CC=CC=C1 3-(azepan-1-yl)-4-(4-methyl-5-phenylsulfanyl-1,2,4-triazolyl)aniline